racemic-1'-(4-bromophenyl)-2'-oxospiro[indoline-2,3'-pyrrolidine]-1-carboxylic acid tert-butyl ester C(C)(C)(C)OC(=O)N1C2=CC=CC=C2C[C@@]12C(N(CC2)C2=CC=C(C=C2)Br)=O |r|